ClC=1C=C(C=CC1)C=1N=C(SC1/C=C/C(=O)NC1=CC=CC=2NC(NC21)=O)C2(CC2)C (E)-3-(4-(3-chlorophenyl)-2-(1-methylcyclopropyl)thiazol-5-yl)-N-(2-oxo-2,3-dihydro-1H-benzo[d]imidazol-4-yl)acrylamide